C(=C)C=1C2=C(N=C(N1)NC)N(C=C2)S(=O)(=O)CC2=CC=CC=C2 4-Vinyl-N-methyl-7-toluenesulfonyl-7H-pyrrolo[2,3-d]pyrimidin-2-amine